O1CC(CC1)S 3-tetrahydrofuranthiol